CC(/C=C/C(=O)C=1N(C=CN1)C)(C)C (E)-4,4-dimethyl-1-(1-methyl-1H-imidazol-2-yl)pent-2-en-1-one